ClC=1C=C(C(=NC1)N1CC(N(C2(CC(C2)C(=O)N)C1=O)CC1=CC=C(C=C1)C(F)F)=O)F (2s,4s)-8-(5-chloro-3-fluoropyridin-2-yl)-5-(4-(difluoromethyl)benzyl)-6,9-dioxo-5,8-diazaspiro[3.5]nonane-2-carboxamide